FC(C)(F)C=1C=CC2=CN(N=C2C1)C=1C=C2C(=CN1)N(N=C2)CC(C(F)(F)F)(F)F 5-[6-(1,1-difluoroethyl)indazol-2-yl]-1-(2,2,3,3,3-penta-fluoropropyl)pyrazolo[3,4-c]pyridine